CN(C(=O)N[C@H](C(=O)N[C@H](CC[C@H](CC1=CC=CC=C1)NC(OCC1=CN=CS1)=O)CC1=CC=CC=C1)CCN1CCOCC1)CC=1N=C(SC1)C(C)C 1,3-thiazol-5-ylmethyl N-[(2R,5R)-5-[[(2S)-2-[[methyl-[(2-propan-2-yl-1,3-thiazol-4-yl)methyl]carbamoyl]amino]-4-morpholin-4-ylbutanoyl]amino]-1,6-diphenylhexan-2-yl]carbamate